O[C@@H](C(=O)N[C@@H](C(O)[C@H]1[C@H](O)[C@@H](O)[C@H](O)[C@H](O1)CO)[C@H](O)CCCCCCCCCCCCCCCCC)CCCCCCCCCCCCCCCCCCCCC N-(2R-hydroxy-tricosanoyl)-1-beta-glucosyl-eicosasphinganine